Cl.C1(=CC=C(C=C1)C1=C(N=C(C(=N1)C(=O)NC(N)=N)N)N1CCCC1)C1=CC=CC=C1 6-([1,1'-biphenyl]-4-yl)-3-amino-N-carbamimidoyl-5-(pyrrolidin-1-yl)pyrazine-2-carboxamide hydrochloride